caproyl-caprolactam C(CCCCC)(=O)C1C(=O)NCCCC1